Cl.Cl.OC1=C(OC2=C(C(=CC=C2C1=O)O)OC)C1=CC=C(C=C1)CN1CCN(CC1)C 3,7-dihydroxy-8-methoxy-2-(4-((4-methylpiperazin-1-yl)methyl)phenyl)-4H-chromen-4-one dihydrochloride